1H-benzo[4,5]thieno[2,3-c]pyrrole-3-carbonitrile C1C2=C(C(=N1)C#N)SC1=C2C=CC=C1